zirconium di-iso-propoxide bis(ethylacetoacetate) C(C)CC(CC(=O)[O-])=O.C(C)CC(CC(=O)[O-])=O.CC([O-])C.CC([O-])C.[Zr+4]